3,4-dihydro-2H-1-benzopyran-2-one O1C(CCC2=C1C=CC=C2)=O